CNC(=O)CNCC(=O)O 2-([(METHYLCARBAMOYL)METHYL]AMINO)ACETIC ACID